N1(C2C(CCC1)CCC2)C(=O)[O-] octahydro-1H-cyclopenta[b]pyridine-1-carboxylate